CC1=C(NC=2N=NC(=CC21)C2=C(C=CC=C2)O)C2(CNCC2)C 2-(5-methyl-6-(3-methylpyrrolidin-3-yl)-7H-pyrrolo[2,3-c]pyridazin-3-yl)phenol